[Cl-].C(CCC)N1C(=[N+](C=C1)C)C 1-N-butyl-2,3-dimethylimidazolium chloride